O1N=CC(C=C1)=O p-oxazinone